FP1(OCC(CO1)(F)F)=O 2-fluoro-5,5-difluoro-1,3,2-dioxaphosphorinane-2-oxide